N1=CNC=C2C1=NC=C2 3H-pyrrolo[2,3-d]pyrimidine